1H-1,2,3-benzotriazol-1-olamine C1=CC=C2C(=C1)N=NN2O.N